(1S,3S,5S)-5-methyl-2-((4-phenoxy-benzoyl)glycyl)-2-azabicyclo[3.1.0]hexane-3-carboxylic acid C[C@@]12C[C@H](N([C@H]2C1)C(CNC(C1=CC=C(C=C1)OC1=CC=CC=C1)=O)=O)C(=O)O